C[C@@H]1[C@H](CCCC1)C1=CN=C(S1)N1C([C@@H]2N(CCNC2)CC1)=O (R)-8-(5-((1S,2S)-2-Methylcyclohexyl)thiazol-2-yl)-9-oxooctahydro-2H-pyrazino[1,2-a]pyrazin